N1C2=C(C=CC1=O)C1CCC(C2)N1 (±)-1,5,6,7,8,9-Hexahydro-2H-5,8-epiminocyclohepta[b]pyridin-2-one